C(CCCCC)C=1C=C(C=CC1O)SC1=CC(=C(C=C1)O)CCCCCC bis(3-hexyl-4-hydroxyphenyl)sulfide